4,6-Dimethyl-5-(trifluoromethyl)picolinic acid CC1=CC(=NC(=C1C(F)(F)F)C)C(=O)O